4-(3,3-Difluoro-4,4-dimethyl-pyrrolidin-1-yl)-2-(2,4-dimethoxypyrimidin-5-yl)-6-methyl-pyrazolo[3,4-d]pyrimidine FC1(CN(CC1(C)C)C=1C=2C(N=C(N1)C)=NN(C2)C=2C(=NC(=NC2)OC)OC)F